(S)-2-(6-chloro-1-methyl-1,2,3,4-tetrahydro-1,8-naphthyridin-4-yl)-7-(hydroxymethyl)-5-(1-methyl-3-(trifluoromethyl)-1H-pyrazol-4-yl)-3,4-dihydroisoquinolin-1(2H)-one ClC=1C=C2[C@H](CCN(C2=NC1)C)N1C(C2=CC(=CC(=C2CC1)C=1C(=NN(C1)C)C(F)(F)F)CO)=O